FC(OC1=NC=C(C=C1)B(O)O)(F)F [2-(Trifluoromethoxy)-5-pyridinyl]boronic acid